C1(=CC=CC=C1)C1=CC=CC2=C1C1=C(S2)C=CC=C1 9-phenyldibenzothiophen